BrC1=CC=2C(C(C=3C=C(C=C4C(C(C(=C1)C2C43)=O)=O)Br)=O)=O 2,7-dibromopyrene-4,5,9,10-tetrone